N1(CC=CC1)C(=S)[S-].[Na+] sodium 2,5-dihydro-1H-pyrrole-1-carbodithioate